C1(CC1)COC1=CN=CC(=N1)C1=CC(=C(C(=C1)F)N1CC(CC1)CC(=O)O)F {1-[4-(6-Cyclopropylmethoxy-pyrazin-2-yl)-2,6-difluoro-phenyl]-pyrrolidin-3-yl}-acetic acid